S1C(=CC=C1)COCC1OC1 2-[(thiophen-2-ylmethoxy)methyl]oxirane